N-[(5-chlorothiophen-2-yl)methyl]-3-[1-(morpholine-4-carbonyl)piperidin-4-yl]-1H-pyrazol-5-amine ClC1=CC=C(S1)CNC1=CC(=NN1)C1CCN(CC1)C(=O)N1CCOCC1